phenethyl-dimethylmethoxysilane C(CC1=CC=CC=C1)[Si](OC)(C)C